(R)-6-((1-(2-bromopyrimidin-5-yl)pyrrolidin-3-yl)methyl)-2,5,7-trimethyl-[1,2,4]Triazolo[1,5-a]Pyrimidine BrC1=NC=C(C=N1)N1C[C@@H](CC1)CC=1C(=NC=2N(C1C)N=C(N2)C)C